6-(4-(Dimethylamino)phenyl)-5,7-dimethyl-2-phenyl-2,6-dihydro-1H-pyrrolo[3,4-d]pyridazin-1-one CN(C1=CC=C(C=C1)N1C(=C2C(N(N=CC2=C1C)C1=CC=CC=C1)=O)C)C